COC1=CC=C(CNC2=C3NC=NC3=NC=N2)C=C1 6-(4-methoxybenzylamino)purine